2-(3-((2-methoxy-4-(methylsulfonyl)phenyl)amino)prop-1-yn-1-yl)-3-(2,2,2-trifluoroethyl)benzo[b]thiophen COC1=C(C=CC(=C1)S(=O)(=O)C)NCC#CC1=C(C2=C(S1)C=CC=C2)CC(F)(F)F